Silver titanium disulfide [S-2].[S-2].[Ti+4].[Ag+]